C(C)N1N(C=C(C1=O)C1=CC(=CN(C1=O)C)C(=O)OC)COCC[Si](C)(C)C methyl 5-(2-ethyl-3-oxo-1-{[2-(trimethylsilyl) ethoxy] methyl} pyrazol-4-yl)-1-methyl-6-oxopyridine-3-carboxylate